C(C(CSSCC(CO)O)O)O 3,3'-dithio-bis-1,2-propanediol